O-acetylhomoserinethiol C(C)(=O)OCC[C@H](N)CS